N[C@@H](C(C)C)C(=O)N1CC(C1)NC=1C=CC(=C(C(=O)N[C@H](C)C2=CC(=CC=C2)C=2SC(=CC2)CN2CCCC2)C1)C 5-((1-(L-valyl)azetidin-3-yl)amino)-2-methyl-N-((R)-1-(3-(5-(pyrrolidin-1-ylmethyl)thiophen-2-yl)phenyl)ethyl)benzamide